COC=1C=C(C=C(C1)C)C1=CC=2N(C[C@H]3N(C2N=C1)CCN(C3)C(C(=O)O)(C)C)S(=O)(=O)C3=CC(=CC=C3)C(F)(F)F (S)-2-(3-(3-methoxy-5-methylphenyl)-5-(3-(trifluoromethyl)phenylsulfonyl)-6a,7,9,10-tetrahydro-5H-pyrazino[1,2-a]pyrido[3,2-e]pyrazin-8(6H)-yl)-2-methylpropanoic acid